FC(COC1=NC=CC(=C1)CNC(=O)NC1CC2(C1)CCC2)(C)F 1-[[2-(2,2-difluoropropoxy)pyridin-4-yl]methyl]-3-spiro[3.3]heptan-2-ylurea